FC1=CC=C(C=C1)C1=C(CCC(C1)(C)C)CN1[C@H]2CN([C@@H](C1)C2)CC=2C=C1CN(C(C1=CC2)=O)C2C(NC(CC2)=O)=O 3-(5-(((1R,4R)-5-((4'-fluoro-5,5-dimethyl-3,4,5,6-tetrahydro-[1,1'-biphenyl]-2-yl)methyl)-2,5-diazabicyclo[2.2.1]heptan-2-yl)methyl)-1-oxoisoindolin-2-yl)piperidine-2,6-dione